[N+](=O)([O-])C1=C(C=2C(=NSN2)C=C1)N 5-nitrobenzo[c][1,2,5]thiadiazole-4-amine